Undec-4-ene CCCC=CCCCCCC